(5R)-3-(3,5-difluorophenyl)-5-methyl-N-[rel-(3R,5R)-5-(methylsulfonylcarbamoyl)tetrahydrofuran-3-yl]-4H-isoxazole-5-carboxamid FC=1C=C(C=C(C1)F)C1=NO[C@](C1)(C(=O)N[C@H]1CO[C@H](C1)C(NS(=O)(=O)C)=O)C |o1:16,19|